C1(CC1)C=1C2=C(C(NC1)=O)N=C(N2)CN2CC(CCC2)C 7-cyclopropyl-2-[(3-methylpiperidin-1-yl)methyl]-1,5-dihydro-4H-imidazo[4,5-c]pyridin-4-one